(S)-7-(4-(4-fluoro-2-methoxyphenyl)piperidin-1-yl)-2-(1,3,4-thiadiazol-2-yl)-5-oxa-2-azaspiro[3.4]octane FC1=CC(=C(C=C1)C1CCN(CC1)[C@@H]1COC2(CN(C2)C=2SC=NN2)C1)OC